rac-N-((4R,5R)-3-(((Z)-3-(benzylthio)acrylamido)methyl)-7-ethyl-4-(4-fluorophenyl)-6-oxo-1-phenyl-4,5,6,7-tetrahydro-1H-pyrazolo[3,4-b]pyridine-5-yl)-3-(trifluoromethyl)benzamide C(C1=CC=CC=C1)S\C=C/C(=O)NCC1=NN(C=2N(C([C@@H]([C@@H](C21)C2=CC=C(C=C2)F)NC(C2=CC(=CC=C2)C(F)(F)F)=O)=O)CC)C2=CC=CC=C2 |r|